C(#N)/N=C(\NCCCC(=O)N1CCN(CC1)C(=O)OCC1=CC=CC=C1)/NC=1C=NC=CC1 Benzyl (E)-4-(4-(2-cyano-3-(pyridin-3-yl)guanidino)butanoyl)piperazine-1-carboxylate